N-((R)-2-ethyl-3-oxoisoxazolidin-4-yl)-3-methyl-5,6-dihydro-4H-thieno[2,3-c]pyrrole-2-carboxamide C(C)N1OC[C@H](C1=O)NC(=O)C1=C(C2=C(CNC2)S1)C